ClC1=NC=C(C(=C1)NCCOC)[N+](=O)[O-] 2-chloro-N-(2-methoxyethyl)-5-nitropyridin-4-amine